C1(CC1)C(C(F)(F)F)NN (1-Cyclopropyl-2,2,2-trifluoroethyl)hydrazine